O1C(CC=C2C1=CN=NC2=O)=O pyrano[2,3-d]pyridazine-2,5-dione